5-amino-4,5,6,7-tetrahydropyrazolo[1,5-a]pyridine-3-carboxylic acid ethyl ester C(C)OC(=O)C=1C=NN2C1CC(CC2)N